CN1CCC(CC1)C1=CC=C(C=C1)C1=C(C=CC=C1)C=1C=CC=2N(C1)N=CC2C#N 6-(4-(1-methylpiperidin-4-yl)phenylphenyl)pyrazolo[1,5-a]pyridine-3-carbonitrile